C(CC#CCCCCC)=O 3-NONYNAL